Methyl 1-(3-bromobenzyl)-2-(1-(hex-5-en-1-yl)-1H-pyrrolo[2,3-b]pyridin-2-yl)-7-methoxy-1H-benzo[d]imidazole-5-carboxylate BrC=1C=C(CN2C(=NC3=C2C(=CC(=C3)C(=O)OC)OC)C3=CC=2C(=NC=CC2)N3CCCCC=C)C=CC1